CC(=C)CCCC[C@@H]1[C@H](CCCCCCCCCC)O1 (7R,8S)-7,8-epoxy-2-methyl-octadecene